2-((cis)-1-(((S)-5-(Ethoxycarbonyl)-6-(3-fluoro-2-methylphenyl)-2-(thiazol-2-yl)-3,6-dihydropyrimidin-4-yl)methyl)-3,3-difluorohexahydropyrrolo[3,4-b]pyrrol-5(1H)-yl)propanoic acid C(C)OC(=O)C1=C(NC(=N[C@H]1C1=C(C(=CC=C1)F)C)C=1SC=CN1)CN1[C@@H]2[C@H](C(C1)(F)F)CN(C2)C(C(=O)O)C